N-(2-cyclopropyl-4-iodo-5-methylphenyl)-N-[1-(2-methoxy-2-methylpropyl)pyrazolo[4,3-b]pyridin-5-yl]but-2-ynamide C1(CC1)C1=C(C=C(C(=C1)I)C)N(C(C#CC)=O)C1=CC=C2C(=N1)C=NN2CC(C)(C)OC